ClC=1C=C(C=CC1F)C1=NC2=CC=C(C=C2C(=C1)C(=O)O)F 2-(3-chloro-4-fluorophenyl)-6-fluoro-quinoline-4-carboxylic acid